NC1=CC=CC(=N1)S(=O)(=O)NC(=O)C=1C(=NC(=CC1)C=1C=NC(=CC1)OC(C)C)N1CCCCCC1 N-[(6-Amino-2-pyridyl)sulfonyl]-2-(azepan-1-yl)-6-(6-isopropoxy-3-pyridyl)pyridin-3-carboxamid